O=C1NC(CCC1N1C(N(C2=C1C=CC(=C2)C2CCN(CC2)CC(=O)OC(C)(C)C)C)=O)=O tert-butyl 2-(4-(1-(2,6-dioxopiperidin-3-yl)-3-methyl-2-oxo-2,3-dihydro-1H-benzo[d]imidazol-5-yl)piperidin-1-yl)acetate